3-[6-(3-methoxy-4-methyl-phenoxy)-5-methyl-3-pyridyl]-1H-imidazo[4,5-b]pyridin-2-one COC=1C=C(OC2=C(C=C(C=N2)N2C(NC=3C2=NC=CC3)=O)C)C=CC1C